FC1=C(C=2C=NC(=NC2C=C1C1=C(C2=C(OCCN2)N=C1)C)NC=1C=NC=CC1)N 6-fluoro-7-(8-methyl-2,3-dihydro-1H-pyrido[2,3-b][1,4]oxazin-7-yl)-N~2~-(pyridin-3-yl)quinazoline-2,5-diamine